(S)-1-Boc-2-phenylpiperazine C(=O)(OC(C)(C)C)N1[C@H](CNCC1)C1=CC=CC=C1